1-(6-fluoro-1-methyl-1H-[1,2,3]triazolo[4,5-c][2,6]naphthyridin-5-yl)-6-((1-methylcyclopropyl)ethynyl)-1,2,3,5-tetrahydrobenzo[e][1,4]oxazepine FC1=CN=CC=2C3=C(N=C(C12)N1CCOCC2=C1C=CC=C2C#CC2(CC2)C)N=NN3C